O=C(C(=O)OC)CC methyl 2-oxobutanoate